N1=NC(C(=C1)C(C=N)=N)=C1N=NC=C1 bipyrazolylethanediimine